C1=C(C=CC2=CC=CC=C12)/C=C/C(=O)C1=CC2=C(N(C(N2C)=O)C)C=C1 (E)-5-(3-(2-naphthyl)acryloyl)-1,3-dimethyl-1,3-dihydro-2H-benzo[d]imidazol-2-one